4-((3-(benzyloxy)-5-bromo-1-ethyl-1H-pyrazol-4-yl)methyl)-1-methyl-1H-pyrazol C(C1=CC=CC=C1)OC1=NN(C(=C1CC=1C=NN(C1)C)Br)CC